[phenyl(biphenylyl)triazinyl]phenyldibenzoselenophene C1(=CC=CC=C1)C1=C(C(=NN=N1)C1=C(C2=C([Se]C3=C2C=CC=C3)C=C1)C1=CC=CC=C1)C1=C(C=CC=C1)C1=CC=CC=C1